C(C)(C)(C)OC(CN1N=C(C2=CC(=CC=C12)Br)C(N)=O)=O 2-(5-bromo-3-carbamoyl-1H-indazol-1-yl)acetic acid tert-butyl ester